CC1=C(C2=CC3=NC(=CC4=C(C(=C(N4)C=C5[C@]6([C@H](C(=CC=C6C(=N5)C=C1N2)C(=O)OC)C(=O)OC)C)C)CCC(=O)OC)C(=C3C)CCC(=O)O)C=C The molecule is the 2(1),2(2),17-trimethyl ester of (2S,2(1)R)-2(1),2(2)-dicarboxy-8-ethenyl-2,7,12,18-tetramethyl-2,2(1)-dihydrobenzo[b]porphyrin-13,17-dipropanoic acid. It is a beta-substituted porphyrin, a carboxylic acid and a methyl ester. It derives from a (2S,2(1)R)-2(1),2(2)-dicarboxy-8-ethenyl-2,7,12,18-tetramethyl-2,2(1)-dihydrobenzo[b]porphyrin-13,17-dipropanoic acid. It is an enantiomer of a (2R,2(1)S)-8-ethenyl-2(1),2(2)-bis(methoxycarbonyl)-17-(3-methoxy-3-oxopropyl)-2,7,12,18-tetramethyl-2,2(1)-dihydrobenzo[b]porphyrin-13-propanoic acid.